5-(4,4,5,5-tetramethyl-1,3,2-dioxaborolan-2-yl)-2-(2,2,2-trifluoroethoxy)pyridine CC1(OB(OC1(C)C)C=1C=CC(=NC1)OCC(F)(F)F)C